ClC1=CC2=C(N(C(=N2)OC)CCCNC(C)=O)C=C1OC N-(3-(5-chloro-2,6-dimethoxy-1H-benzimidazol-1-yl)propyl)acetamide